FC=1C=CC(=C(C(=O)N)C1)NC(C)C=1C=C(C=C2C(N(C=3N(C12)C=NC3I)C)=O)C 5-fluoro-2-((1-(3-iodo-4,7-dimethyl-5-oxo-4,5-dihydroimidazo[1,5-a]quinazolin-9-yl)ethyl)amino)benzamide